(Z)-(3-methoxyphenyl)-7-(pyridin-2-yl)hept-6-en-1-one sodium sulfuryl-succinate S(=O)(=O)=C(C(=O)[O-])CC(=O)[O-].[Na+].COC=1C=C(C=CC1)C(CCCC\C=C/C1=NC=CC=C1)=O.[Na+]